ClC=1N=C(C2=C(N1)C=C(O2)I)N2CCOCC2 2-chloro-6-iodo-4-morpholinofuro[3,2-d]pyrimidine